2-(4-cyclopropyl-6-methoxy-pyrimidin-5-yl)-4-[[4-[5-ethoxy-3-(trifluoromethyl)pyrazol-1-yl]phenyl]methoxy]-5-methyl-pyrimidine C1(CC1)C1=NC=NC(=C1C1=NC=C(C(=N1)OCC1=CC=C(C=C1)N1N=C(C=C1OCC)C(F)(F)F)C)OC